NC1C(CN(CC1)C(=O)C1=CC=C2N=CC(=NC2=C1)C=1C=C2C=CN(C(C2=CC1)=O)C)O 6-(7-((4-amino-3-hydroxy-1-piperidinyl)carbonyl)-2-quinoxalinyl)-2-methyl-1(2H)-isoquinolinone